NC([C@H](C)NC([C@H](CC1=CC=CC=C1)NC(CNC(C)(C)C)=O)=O)=O (S)-N-((S)-1-amino-1-oxopropan-2-yl)-2-(2-(tert-butylamino)acetamido)-3-phenylpropanamide